3,4-di(methoxy) phenyl-ethylene oxide COC=1C=C(C=CC1OC)C1CO1